C(C1CO1)OCCC[Si](OCC)(OCC)OCC (3-glycidoxypropyl)-triethoxysilane